(9R,13S)-13-[4-(2-bromo-5-chlorophenyl)-6-oxo-1,6-dihydropyrimidin-1-yl]-3,9-dimethyl-3,4,7,15-tetraazatricyclo[12.3.1.02,6]Octadecan-1(18),2(6),4,14,16-pentaen-8-one BrC1=C(C=C(C=C1)Cl)C=1N=CN(C(C1)=O)[C@H]1CCC[C@H](C(NC=2C=NN(C2C=2C=CN=C1C2)C)=O)C